ClC=1C=NC=2N(C1)N=C(C2C2=NC1=C(C=NC(=C1)C(F)(F)F)N2C)SCC 2-(6-chloro-2-(ethylsulfanyl)pyrazolo[1,5-a]pyrimidin-3-yl)-3-methyl-6-(trifluoromethyl)-3H-imidazo[4,5-c]pyridine